FC(C=1C=C(C=C(C1)N1N=C(C2=CC=CC=C12)C1=CC=C(C=C1)C(F)(F)F)NC(C=C)=O)(F)F N-(3-(trifluoromethyl)-5-(3-(4-(trifluoromethyl)phenyl)-1H-indazol-1-yl)phenyl)acrylamide